6-chloro-1H-indazole-3-carboxylic acid ClC1=CC=C2C(=NNC2=C1)C(=O)O